NC=1C(N(C=CC1)CC1=C(C=C2[C@](NC(NC2=C1)=O)(C(F)(F)F)C#CC1CC1)F)=O (S)-7-((3-amino-2-oxopyridin-1(2H)-yl)methyl)-4-(cyclopropylethynyl)-6-fluoro-4-(trifluoromethyl)-3,4-dihydroquinazolin-2(1H)-one